CS(=O)(=O)OCCOCCOCC 2-(2-ethoxyethoxy)ethyl methanesulfonate